FC1(C(C2=CC=CC(=C12)OC1=CC(=CC(=C1)C)F)O)F 8,8-difluoro-2-(3-fluoro-5-methylphenoxy)bicyclo[4.2.0]octa-1,3,5-trien-7-ol